1-((1-(2-Amino-5-chloropyrimidin-4-yl)indolin-6-yl)ethynyl)cyclopentanol NC1=NC=C(C(=N1)N1CCC2=CC=C(C=C12)C#CC1(CCCC1)O)Cl